FC=1C=2N(C=C(C1)C1CCN(CC1)C)C=C(N2)C=2C=C(C=1N(N2)C=C(N1)C)C 6-[8-fluoro-6-(1-methyl-4-piperidyl)imidazo[1,2-a]pyridin-2-yl]-2,8-dimethyl-imidazo[1,2-b]pyridazine